COC=1C(=C2C=CNC2=C(C1)C)CN1C(CC2(COC2)CC1)C1=CC=C(C(=O)O)C=C1 4-(7-((5-methoxy-7-methyl-1H-indol-4-yl)methyl)-2-oxa-7-azaspiro[3.5]nonan-6-yl)benzoic acid